2,2'-(oxybis(methylene))bis(2-methylpropane-1,3-diol) O(CC(CO)(CO)C)CC(CO)(CO)C